C1(CC1)C1=CC(=NN1)NC1=NC(=NN2C1=CC=C2)N2C(CCC2)(C(=O)NC=2C=NC(=CC2)F)C 1-[4-[(5-cyclopropyl-1H-pyrazol-3-yl)amino]pyrrolo[2,1-f][1,2,4]triazin-2-yl]-N-(6-fluoro-3-pyridyl)-2-methyl-pyrrolidine-2-carboxamide